5-bromo-3-methoxy-N,N-bis(4-methoxybenzyl)pyridin-2-amine BrC=1C=C(C(=NC1)N(CC1=CC=C(C=C1)OC)CC1=CC=C(C=C1)OC)OC